NC1=C(C=C(C(=O)OC)C=C1NCC1OCC1)Cl Methyl 4-amino-3-chloro-5-((oxetan-2-ylmethyl)amino)benzoate